FC1=CC(=CC(=C1)[N+](=O)[O-])OC 1-fluoro-3-methoxy-5-nitrobenzene